C(C)(=O)NC1=CC(=C(C=N1)OCC(=O)N(C)C)NC1=NC(=NC(=C1)C)C(C)(F)F 2-((6-acetamido-4-((2-(1,1-difluoroethyl)-6-methylpyrimidin-4-yl)amino)pyridin-3-yl)oxy)-N,N-dimethylacetamide